ClC1=NC=C(C=C1Cl)C 2,3-Dichloro-5-methylpyridine